C(C)OC(=O)C=1C=NN2C1N=C(C=C2)C2=CC=C(C=C2)C 5-(p-tolyl)pyrazolo[1,5-a]pyrimidine-3-carboxylic acid ethyl ester